COC1=CC=C(CN(S(=O)(=O)[C@@H](CC)CC=C)CC2=CC=C(C=C2)OC)C=C1 (S)-N,N-BIS(4-METHOXYBENZYL)HEX-5-ENE-3-SULFONAMIDE